F[C@@H]1[C@H]2CC[C@@H](C[C@@H]1OC1=CC=C(N=N1)C1=C(C=C(C=C1)N1C=NC=C1)O)N2C 2-(6-(((1R,2R,3S,5S)-2-fluoro-8-methyl-8-azabicyclo[3.2.1]octan-3-yl)oxy)pyridazin-3-yl)-5-(1H-imidazol-1-yl)phenol